[PH2](OC1=C(C=CC=C1)C=C)=O.[Na] sodium vinylphenyl phosphinate